1-ethylcarbonyl-2,2-diethyl-4-methyl-1,2,3,4-tetrahydroquinoline C(C)C(=O)N1C(CC(C2=CC=CC=C12)C)(CC)CC